COCC1(CCN(CC1)CCC=1SC=CC1)N(C(C=C)=O)C1=CC=CC=C1 N-[4-(methoxymethyl)-1-(2-thiophen-2-ylethyl)-4-piperidinyl]-N-phenylacrylamide